8-methoxy-3-(3-(dimethylamino)propoxy)-6H-benzo[c]benzopyran-6-one COC=1C=CC2=C(C(OC3=C2C=CC(=C3)OCCCN(C)C)=O)C1